C(C=C)(=O)[NH3+] acryloylAmmonium